OC1=C(C=CC=C1)C(C1=NC=2C(=NC=CC2)N1)N1C(C2=CC=CC=C2C1)=O ((2-hydroxyphenyl)(3H-imidazo[4,5-b]pyridin-2-yl)methyl)isoindolin-1-one